COC(=O)C=1C=CC2=C(N(C(=N2)CN2CCC(CC2)C2=C(C(=CC=C2)F)OCC2=CC=C(C=3C=C(OC32)Cl)C#N)C[C@H]3OCC3)C1 (S)-2-((4-(2-((2-chloro-4-cyanobenzofuran-7-yl)methoxy)-3-fluorophenyl)piperidin-1-yl)methyl)-1-(oxetan-2-ylmethyl)-1H-benzo[d]imidazole-6-carboxylic acid methyl ester